3-pyridinesulfonic acid magnesium [Mg].N1=CC(=CC=C1)S(=O)(=O)O